Trans-indoline N1CCC2=CC=CC=C12